O=C1NC(CCC1N1C(C2=CC=CC(=C2C1=O)OCC(=O)NCCCC(=O)NC(C=1C=NC=CC1)C1=CC(=C2C=CC=NC2=C1O)C)=O)=O 4-(2-((2-(2,6-dioxo-piperidin-3-yl)-1,3-dioxoisoindolin-4-yl)oxy)acetamido)-N-((8-hydroxy-5-methylquinolin-7-yl)(pyridin-3-yl)-methyl)butanamide